(5-(trifluoromethyl)pyridazin-3-yl)methanamine FC(C=1C=C(N=NC1)CN)(F)F